CC1(OB(OC1(C)C)C=1C(=NC=CC1)NC(OC(C)(C)C)=O)C tert-butyl N-[3-(4,4,5,5-tetramethyl-1,3,2-dioxaborolan-2-yl)-2-pyridyl]carbamate